FC(C(C(C(F)(F)F)(F)F)(F)F)F nonafluorobutane